C(C)C1CC2=C(CN(C1)C(=O)OC(C)(C)C)C=CC=C2F tert-Butyl 4-ethyl-6-fluoro-4,5-dihydro-1H-benzo[c]azepine-2(3H)-carboxylate